(R)-2-(6-Fluoro-3,4-dihydrobenzo[4,5]thieno[2,3-c]pyridin-2(1H)-yl)-4-((1-(hydroxymethyl)cyclobutyl)amino)-6,7-dihydrothieno[3,2-d]pyrimidine 5-oxide FC=1C=CC2=C(C3=C(CN(CC3)C=3N=C(C4=C(N3)CC[S@]4=O)NC4(CCC4)CO)S2)C1